4-(4-methyl-1,3-benzothiazol-2-yl)-4-azatricyclo[5.2.1.02,6]dec-8-ene-3,5-dione CC1=CC=CC2=C1N=C(S2)N2C(C1C3C=CC(C1C2=O)C3)=O